N-(2-bromo-6-carbamoyl-4-chloro-phenyl)-2-(2,2-difluoroethyl)-5-[[5-[4-(trifluoromethyl)phenyl]tetrazol-2-yl]methyl]pyrazole-3-carboxamide BrC1=C(C(=CC(=C1)Cl)C(N)=O)NC(=O)C=1N(N=C(C1)CN1N=C(N=N1)C1=CC=C(C=C1)C(F)(F)F)CC(F)F